CN(C(=O)C=1C=C(C=CC1)C1=NC=CC(=N1)NC1CC2(CC(C2)OC2=C(C(=O)N)C=CC=N2)C1)C 2-(((2S,4s,6S)-6-((2-(3-(dimethylcarbamoyl)phenyl)pyrimidin-4-yl)amino)spiro[3.3]heptan-2-yl)oxy)nicotinamide